C(C)(C)N(CCC1=CC(=CC2=CC=CC=C12)O)C 4-(2-(isopropyl(methyl)amino)ethyl)naphthalen-2-ol